Cl.COC=1C=C(C=C(C1OC)OC)[C@@H](C)N (1R)-1-(3,4,5-Trimethoxyphenyl)ethanamine hydrochloride salt